CC1(N=C2N(N=CC=C2)C1)C(=O)OCC ethyl 2-methylimidazo[1,2-b]pyridazine-2-carboxylate